5-[3-amino-4-(2-methylpyrazol-3-yl)-2-{5H,6H,7H,8H,9H-[1,2,4]triazolo[4,3-a]azepin-3-yl}thieno[2,3-b]pyridin-6-yl]pyrimidin-2-amine NC1=C(SC2=NC(=CC(=C21)C=2N(N=CC2)C)C=2C=NC(=NC2)N)C2=NN=C1N2CCCCC1